C1(CCCC1)NNC1=CC=C(C=C1)S(=O)(=O)N 4-[(cyclopentylamino)amino]benzenesulfonamide